1-chloro-6-(trifluoromethyl)isoquinoline ClC1=NC=CC2=CC(=CC=C12)C(F)(F)F